4-METHOXY-2-PHENETHYL-ISOINDOLINE-1-ONE COC1=C2CN(C(C2=CC=C1)=O)CCC1=CC=CC=C1